sodium 3,4-ethylenedioxythiophenecarboxylate C1OC2=C(SC=C2OC1)C(=O)[O-].[Na+]